C(OCC1N(CCN(C1)C(=O)OCC1=CC=CC=C1)C(=O)OC(C)(C)C)([2H])([2H])[2H] 4-benzyl 1-(tert-butyl) 2-((methoxy-d3)methyl)piperazine-1,4-dicarboxylate